[O-2].[Ne] neon oxide